N1C=NC(=C1)C(=O)[O-].C(CCC)[Sn+](CCCC)CCCC tributyltin imidazole-4-carboxylate